C1(CC1)C=1C=NC(=NC1)N1C[C@@H](N(CC1)C(CCOC[C@H](C)NC1=C(C(NN=C1)=O)C(F)(F)F)=O)C 5-(((S)-1-(3-((S)-4-(5-cyclopropylpyrimidin-2-yl)-2-methylpiperazin-1-yl)-3-oxopropoxy)propan-2-yl)amino)-4-(trifluoromethyl)pyridazin-3(2H)-one